3-(1H-indol-3-yl)aniline N1C=C(C2=CC=CC=C12)C=1C=C(N)C=CC1